2-(t-butyl) 3-methyl (1S,3S,5S)-2-azabicyclo[3.1.0]hexane-2,3-dicarboxylate [C@H]12N([C@@H](C[C@@H]2C1)C(=O)OC)C(=O)OC(C)(C)C